magnesium hydroxysulfonate OS(=O)(=O)[O-].[Mg+2].OS(=O)(=O)[O-]